C(C)OC(=O)C=1C=NC2=C(C(=CC=C2C1N(C)C)F)Br 8-bromo-4-(dimethylamino)-7-fluoroquinoline-3-carboxylic acid ethyl ester